C(N)(=O)C1=CC=C(C=N1)COC1=CC=CC(=N1)C1=C(C=C(CC2=NC3=C(N2C[C@H]2OCC2)C=C(C=C3)C(=O)O)C=C1)F (S)-2-(4-(6-((6-carbamoylpyridin-3-yl)methoxy)pyridin-2-yl)-3-fluorobenzyl)-1-(oxetan-2-ylmethyl)-1H-benzo[d]imidazole-6-carboxylic acid